1,4-Bis(α-aminoethyl)benzene NC(C)C1=CC=C(C=C1)C(C)N